5-{2,5-Dimethyl-7-[propyl({[4-(pyridin-2-yl)phenyl]methyl})amino]pyrazolo[1,5-a]-pyrimidin-3-yl}-N,N,4-trimethylpyridin-2-amin CC1=NN2C(N=C(C=C2N(CC2=CC=C(C=C2)C2=NC=CC=C2)CCC)C)=C1C=1C(=CC(=NC1)N(C)C)C